C(C1=CC=CC=C1)OC1=C(OC=2C(=NC=CC2)C=O)C=CC=C1 3-(2-(benzyloxy)phenoxy)pyridine-formaldehyde